2-((8-amino-7-fluoro-6-(4-methylpyridin-3-yl)isoquinolin-3-yl)amino)-6-(2,2,2-trifluoroethyl)-5,6-dihydro-4H-pyrazolo[1,5-d][1,4]diazepin-7(8H)-one NC=1C(=C(C=C2C=C(N=CC12)NC1=NN2CC(N(CCC2=C1)CC(F)(F)F)=O)C=1C=NC=CC1C)F